NC1=C(C(NC2=C(C=CC=C12)C=1C=NC=CC1OC)=O)C(=O)NCC 4-Amino-N-ethyl-8-(4-methoxy-3-pyridyl)-2-oxo-1H-quinoline-3-carboxamide